COC(=O)C1=CC(=C2N1N=CC=C2)Cl 5-chloro-pyrrolo[1,2-b]Pyridazine-7-carboxylic acid methyl ester